CC1=C(C(=C(C(=O)[O-])C=C1N1N=CC=C1)C)C trimethyl-5-(1H-pyrazol-1-yl)benzoate